5-(2-((5-chloro-2,3-dihydro-1H-inden-2-yl)amino)pyrimidin-5-yl)-1,3,4-oxadiazol-2(3H)-one ClC=1C=C2CC(CC2=CC1)NC1=NC=C(C=N1)C1=NNC(O1)=O